(2-benzoylphenyl)-2-chloro-N-methylacetamide C(C1=CC=CC=C1)(=O)C1=C(C=CC=C1)C(C(=O)NC)Cl